BrC1=C(C=C(C#N)C=C1C(C)C)C1=CC(=NC=C1)F 4-bromo-3-(2-fluoropyridin-4-yl)-5-isopropylbenzonitrile